[NH4+].[NH4+].C(OC1=C(C(=CC(=C1)CCCCC)O)[C@H]1[C@@H](CCC(=C1)C)C(=C)C)(OCOP(=O)(O)O)=O (1'R,2'R)-6-hydroxy-5'-methyl-4-pentyl-2'-(prop-1-en-2-yl)-1',2',3',4'-tetrahydro-[1,1'-biphenyl]-2-yl ((phosphonooxy)methyl) carbonate di-ammonium salt